FC1=CC=C(C=C1)SSC1=CC=C(C=C1)F bis(4-fluorophenyl) disulfide